1-(1,1-Difluoropropan-2-yl)-N-(2-fluoro-4-methyl-5-(8-morpholinoimidazo[1,2-a]pyridin-6-yl)phenyl)-1H-pyrazole-4-carboxamide FC(C(C)N1N=CC(=C1)C(=O)NC1=C(C=C(C(=C1)C=1C=C(C=2N(C1)C=CN2)N2CCOCC2)C)F)F